BrCC1=CC=C(C=C1)C1=NC(=NN1C)C(F)(F)F 5-(4-(bromomethyl)phenyl)-1-methyl-3-(trifluoromethyl)-1H-1,2,4-triazole